CC=1C=C(OCC(=O)NC=2C=C(C(=O)NC)C=CC2N2CCN(CC2)CC)C=C(C1)C 3-(2-(3,5-dimethylphenoxy)acetamido)-4-(4-ethylpiperazin-1-yl)-N-methylbenzamide